CN1CCN(CCC1)CC1=CC=C(C=C1)[C@H]1COC=2C(=NC=CC2)O1 (3S)-3-{4-[(4-methyl-1,4-diazepan-1-yl)methyl]phenyl}-2,3-dihydro[1,4]dioxino{2,3-b}pyridine